N1N=NC2=C1C=CC=C2 benzo[1,2,3]triazole